tert-butyl (Z)-2-((3-benzyl-5-(5-((tert-butoxycarbonyl)amino)-2-fluorophenyl)pyrazin-2-yl)amino)-3-(furan-2-yl)acrylate C(C1=CC=CC=C1)C=1C(=NC=C(N1)C1=C(C=CC(=C1)NC(=O)OC(C)(C)C)F)N\C(\C(=O)OC(C)(C)C)=C/C=1OC=CC1